ClC=1C=C(C=CC1Cl)NC(=O)NC1=CC=C(C=C1)OC 1-(3,4-dichlorophenyl)-3-(4-methoxyphenyl)urea